3-benzoyl-3-ethynyl-1-methylpyrrolidin-2-one-4,4,5,5-d4 C(C1=CC=CC=C1)(=O)C1(C(N(C(C1([2H])[2H])([2H])[2H])C)=O)C#C